5-[5-methyl-3-[4-(2-morpholinoethyl)piperazin-1-yl]pyrazol-1-yl]indan-1-one CC1=CC(=NN1C=1C=C2CCC(C2=CC1)=O)N1CCN(CC1)CCN1CCOCC1